7-chloro-8-(6-fluoro-1-methylsulfonyl-1H-indazol-4-yl)-1,4,4,9-tetramethyl-5H-[1,2,4]triazolo[4,3-a]quinoxaline ClC=1C=C2NC(C=3N(C2=C(C1C1=C2C=NN(C2=CC(=C1)F)S(=O)(=O)C)C)C(=NN3)C)(C)C